O1C(=CC=C1)C1=NN2C(N=C(C=C2)NCCO)=C1C#N 2-(2-furyl)-5-(2-hydroxyethylamino)pyrazolo[1,5-a]pyrimidine-3-carbonitrile